C1(CC1)C(=O)C1=CC(=C(C=N1)C=1C=2N(C3=CC(=NC=C3C1)NC(=O)[C@H]1[C@H](C1)F)C=CN2)C (1S,2S)-N-(4-(6-(cyclopropanecarbonyl)-4-methylpyridin-3-yl)imidazo[1,2-a][1,6]naphthyridin-8-yl)-2-fluorocyclopropane-1-carboxamide